(tetrahydro-2H-pyran-4,4-diyl)dimethanol O1CCC(CC1)(CO)CO